NC1=CC=C(C=C1)C#CC=1C=C(C(=O)NCC=2C=CC=3N(C2)C=CN3)C=CC1S(=O)(=O)CC1=NN(C=C1)C 3-((4-aminophenyl)ethynyl)-N-(imidazo[1,2-a]pyridin-6-ylmethyl)-4-(((1-methyl-1H-pyrazol-3-yl)methyl)sulfonyl)benzamide